CON=C1C2=C(N=CN1)N(C=C2)[C@@H]2O[C@@H]([C@H]([C@H]2O)O)[C@H](O)C2=CC1=C(OCO1)C=C2 7-((2R,3R,4S,5R)-5-((R)-benzo[d][1,3]dioxol-5-yl(hydroxy)methyl)-3,4-dihydroxytetrahydrofuran-2-yl)-3,7-dihydro-4H-pyrrolo[2,3-d]pyrimidin-4-one O-methyl oxime